ClC=1C=C(C=C(C1OC=1C=C2C3(C(NC2=C(C1)F)=O)CCC3)Cl)N3N=C(C(NC3=O)=O)C(=O)O 2-(3,5-dichloro-4-((7'-fluoro-2'-oxospiro[cyclobutane-1,3'-indolin]-5'-yl)oxy)phenyl)-3,5-dioxo-2,3,4,5-tetrahydro-1,2,4-triazine-6-carboxylic acid